FC(C(=O)O)(F)F.FC(C(=O)O)(F)F.N1(CCNCC1)CC=1OC=2C=NC=CC2N1 2-(piperazin-1-ylmethyl)oxazolo[5,4-c]pyridine bis(trifluoroacetate)